O1CCC(CC1)CC=1NC2=NC=CC=C2C1 2-((tetrahydro-2H-pyran-4-yl)methyl)-7-azaindole